C1(=CC(=CC=C1)C=1C2=CC=CC=C2N=C2C=CC=CC12)C 9-(m-tolyl)acridine